ClC1=C(OCCCC(=O)O)C(=CC(=C1)C1=NC(=CC(=C1)C)OCC1CC1)F 4-[2-chloro-4-(6-cyclopropylmethoxy-4-methyl-pyridin-2-yl)-6-fluoro-phenoxy]-butyric acid